2-(2-benzyloxy-3,5-bis(4-pyridin-3-ylphenyl)phenyl)benzoxazole C(C1=CC=CC=C1)OC1=C(C=C(C=C1C1=CC=C(C=C1)C=1C=NC=CC1)C1=CC=C(C=C1)C=1C=NC=CC1)C=1OC2=C(N1)C=CC=C2